4'-(3,4-dihydroxyphenyl)-1'-methyl-3'-(3,4,5-trifluorobenzoyl)spiro[indoline-3,2'-pyrrolidin]-2-one OC=1C=C(C=CC1O)C1C(C2(N(C1)C)C(NC1=CC=CC=C12)=O)C(C1=CC(=C(C(=C1)F)F)F)=O